2,5-dihydroxybenzeneDicarboxaldehyde OC1(C(C=C(C=C1)O)C=O)C=O